ClC1=CC2=C(C=N1)C(NN2C2=CC=C(C=C2)S(=O)(=O)C)=O 6-chloro-1-(4-(methylsulfonyl)phenyl)-1,2-dihydro-3H-pyrazolo[4,3-c]pyridin-3-one